1-carboxymethyl-3-propyl-imidazole chloride salt [Cl-].C(=O)(O)CN1CN(C=C1)CCC